(S)-2-allyl-5-((4-((2-hydroxy-1-phenylethyl)amino)-5-(5-(2-hydroxypropan-2-yl)-1,3,4-oxadiazol-2-yl)pyridin-2-yl)amino)-3,3-dimethylisoindolin-1-one C(C=C)N1C(C2=CC=C(C=C2C1(C)C)NC1=NC=C(C(=C1)N[C@H](CO)C1=CC=CC=C1)C=1OC(=NN1)C(C)(C)O)=O